F\C(=C/CN)\CS(=O)(=O)C1=CC=CC2=CC=CC=C12 (Z)-3-Fluoro-4-(naphthalen-1-ylsulfonyl)but-2-en-1-amin